N-(3-aminocyclopentyl)-6-(3-methyl-1H-indol-2-yl)pyrazine-2-carboxamide tert-butyl-4-(5-bromo-6-methyl-pyrazin-2-yl)piperazine-1-carboxylate C(C)(C)(C)OC(=O)N1CCN(CC1)C1=NC(=C(N=C1)Br)C.NC1CC(CC1)NC(=O)C1=NC(=CN=C1)C=1NC2=CC=CC=C2C1C